OCC[N+](C(CCOCCCCCCCCCCCC)O)(CCO)[O-] bis-(2-hydroxyethyl)-3-dodecoxy-1-hydroxypropyl-amine oxide